C(CCCCCC(C(=O)[O-])(CC1=CC(=C(C(=C1)C(C)(C)C1=CC=CC=C1)O)CC1=CC(=C(C(=C1)C(C)(C)C1=CC=CC=C1)O)C(C)(C)C)C)C(C(=O)[O-])(CC1=CC(=C(C(=C1)C(C)(C)C1=CC=CC=C1)O)CC1=CC(=C(C(=C1)C(C)(C)C1=CC=CC=C1)O)C(C)(C)C)C Hexane-1,6-Diylbis(methyl 3-(3-(3-(tert-butyl)-4-hydroxy-5-(2-phenylpropan-2-yl) benzyl)-4-hydroxy-5-(2-phenylpropan-2-yl) phenyl) propanoate)